(R)-3-((2-chloro-5-(ethoxymethyl)pyrimidin-4-yl)oxy)-10-methyl-9,10,11,12-tetrahydro-8H-[1,4]diazepino[5',6':4,5]thieno[3,2-f]quinolin-8-one ClC1=NC=C(C(=N1)OC1=NC=2C=CC3=C(C2C=C1)C1=C(S3)C(N[C@@H](CN1)C)=O)COCC